C(C)(=O)NC1=CC=C(C=C1)CCN[C@@H](C(=O)N[C@H](C(=O)NCC=1C(=NC(=CC1)N)C)C)CCC1=CC=CC=C1 (R)-2-((4-acetamidophenylethyl)amino)-N-((S)-1-(((6-amino-2-methylpyridin-3-yl)methyl)amino)-1-oxopropan-2-yl)-4-phenylbutanamide